2-(Aminomethyl)-1,3-butadiene NCC(=C)C=C